CN(CCC(C1=CC=C(C=C1)F)OC2=CC=C(C=C2)C3=CC=CC=C3)CC(=O)O N-[3-(4'-fluorophenyl)-3-(4'-phenylphenoxy)propyl]sarcosine